FC=1C(=C(C=CC1)NC1=C(NC2=C1C(NCC2)=O)C=2C=CN=C1C=C(C(=NC21)OC2CCN(CC2)C(=O)OC(C)(C)C)OC)OC tert-butyl 4-[(8-{3-[(3-fluoro-2-methoxyphenyl)amino]-4-oxo-1H,5H,6H,7H-pyrrolo[3,2-c]pyridin-2-yl}-3-methoxy-1,5-naphthyridin-2-yl)oxy]piperidine-1-carboxylate